C(C1=CC=CC=C1)OC(=O)N1CC[C@H]2C([C@H]2CC1)C(=O)N=[N+]=[N-] (1R,7S,8r)-8-(azidocarbonyl)-4-azabicyclo[5.1.0]octane-4-carboxylic acid benzyl ester